C(#N)N1C[C@H](CC1)CNC(C1=NC=C(C=C1)C1=CC=CC=C1)=O (R)-N-((1-Cyanopyrrolidin-3-yl)methyl)-5-phenylpicolinamide